(S)-5-((1-(3-(4-(5-Methylpyridin-2-yl)piperazin-1-yl)-3-oxopropoxy)propan-2-yl)oxy)-4-(trifluoromethyl)pyridazin-3(2H)-one CC=1C=CC(=NC1)N1CCN(CC1)C(CCOC[C@H](C)OC1=C(C(NN=C1)=O)C(F)(F)F)=O